(2R,4R)-2-methylpiperidine-4-ol C[C@H]1NCC[C@H](C1)O